C1(=CC=CC2=CC=CC=C12)CS 1-naphthyl-methyl mercaptan